COC(CN1CCN(CC1)C1=C2C(N(C(C2=CC=C1)=O)C1C(NC(CC1)=O)=O)=O)OC [4-(2,2-dimethoxyethyl)piperazin-1-yl]-2-(2,6-dioxo-3-piperidinyl)isoindoline-1,3-dione